BrC1=C(C(=CC2=C1[C@@H]([C@](O2)(C2=CC=CC=C2)CN)OC)F)Cl ((2S,3S)-4-bromo-5-chloro-6-fluoro-3-methoxy-2-phenyl-2,3-dihydrobenzofuran-2-yl)methylamine